L-cysteinamide hydrochloride Cl.N[C@@H](CS)C(=O)N